NC1=C(C=C(C=N1)C=1N=C(N(C1)C12CC(C1)C2)C(O)C2CC2)C(F)(F)F (4-(6-amino-5-(trifluoromethyl)pyridin-3-yl)-1-(bicyclo[1.1.1]pentan-1-yl)-1H-imidazol-2-yl)(cyclopropyl)methanol